tert-butyl (2S,4S)-2-((difluoromethoxy)methyl)-4-(4-(trifluoromethyl) phenoxy)pyrrolidine-1-carboxylate FC(OC[C@H]1N(C[C@H](C1)OC1=CC=C(C=C1)C(F)(F)F)C(=O)OC(C)(C)C)F